(2S,4R)-1-((S)-2-acetamido-3,3-dimethylbutanoyl)-N-((S)-1-(4-cyclopropylphenyl)ethyl)-4-hydroxypyrrolidine-2-carboxamide C(C)(=O)N[C@H](C(=O)N1[C@@H](C[C@H](C1)O)C(=O)N[C@@H](C)C1=CC=C(C=C1)C1CC1)C(C)(C)C